N-[(2Z)-3-(2-fluorobenzenesulfonyl)but-2-en-1-yl]-2-oxo-1,2,5,6,7,8-hexahydroquinoline-3-carboxamide FC1=C(C=CC=C1)S(=O)(=O)\C(=C/CNC(=O)C=1C(NC=2CCCCC2C1)=O)\C